COCC1=CC=C(C=C1)C1=CC=C(C=C1)COC 4,4'-dimethoxymethyl-biphenyl